SCC(=O)OCCOC(CS)=O ethyleneglycol bis(2-mercaptoacetate)